BrC=1C=C(C=C(C1)F)[C@@H](C)NC(C1=C(C=CC(=C1)N1CCN(CC1)C)C)=O N-[(1R)-1-(3-Bromo-5-fluoro-phenyl)ethyl]-2-methyl-5-(4-methylpiperazin-1-yl)benzamide